FC1=C(OC2=CC=C(C=C2)C=2N=C(N3C2C(=NC=C3)C(C)C)[C@H]3CN(CC3)C(C=C)=O)C=CC=C1OC (R)-1-(3-(1-(4-(2-fluoro-3-methoxyphenoxy)phenyl)-8-isopropylimidazo[1,5-a]pyrazin-3-yl)pyrrolidin-1-yl)prop-2-en-1-one